4-[4-[4-Methyl-6-(trifluoromethyl)pyrimidin-2-yl]piperazin-1-yl]sulfonylaniline CC1=NC(=NC(=C1)C(F)(F)F)N1CCN(CC1)S(=O)(=O)C1=CC=C(N)C=C1